C1(CC1)CN1N=CC(=C1)CC1=NN(C=C1)C 3-((1-(cyclopropylmethyl)-1H-pyrazol-4-yl)methyl)-1-methyl-1H-pyrazol